CN(S(=O)(=O)C1=C(C(=O)O)C=CC(=C1)NCCCCOC)C (dimethylsulfamoyl)-4-(4-methoxybutylamino)benzoic acid